COC=1C=CC=2C=C(C3=CC(=C(C=C3C2C1)OC)OC)C(=O)OC methyl 3,6,7-trimethoxyphenanthrene-9-carboxylate